2,6-diethylbenzoquinone C(C)C=1C(C(=CC(C1)=O)CC)=O